CC1=C(C(=CC=C1)C)C1=NC=2NS(C=3C=CC=C(C(N(CCCOC(=C1)N2)CC2=NC=CC=C2)=O)C3)(=O)=O 6-(2,6-Dimethylphenyl)-2,2-dioxo-13-(2-pyridylmethyl)-9-oxa-2λ6-thia-3,5,13,20-tetrazatricyclo[13.3.1.14,8]icosa-1(19),4(20),5,7,15,17-hexaen-14-one